FC=1C=2N(C=C(C1)C1=CC=3N=CN(C(C3S1)=O)[C@@H]1CN(CC[C@H]1O)C(=O)OC(C)(C)C)C=C(N2)C tert-butyl (trans)-3-(6-{8-fluoro-2-methylimidazo[1,2-a]pyridin-6-yl}-4-oxothieno[3,2-d]pyrimidin-3-yl)-4-hydroxypiperidine-1-carboxylate